bromo-2',1,2,6-tetrafluorobiphenyl BrC=1C(C(C(=CC1)F)(C1=C(C=CC=C1)F)F)F